(1R,9S)-4,11,11-trimethyl-8-methylidenebicyclo[7.2.0]undec-4-ene CC=1CC[C@H]2C(C[C@@H]2C(CCC1)=C)(C)C